aminopropyldimethylethoxysilane NCCC[Si](OCC)(C)C